2-((3-(aminomethyl)-3-hydroxycyclobutyl)methyl)-3-((3-bromopyridin-2-yl)methyl)isoindolin-1-one NCC1(CC(C1)CN1C(C2=CC=CC=C2C1CC1=NC=CC=C1Br)=O)O